2-chloro-N-(2-(methylamino)-5-(trifluoromethyl)pyridin-3-yl)imidazo[1,2-a]pyridine-3-carboxamide ClC=1N=C2N(C=CC=C2)C1C(=O)NC=1C(=NC=C(C1)C(F)(F)F)NC